FC(C(F)(F)F)(OC(C(S(=O)(=O)[O-])(F)F)(F)F)F 2-pentafluoroethoxy-1,1,2,2-tetrafluoro-ethansulfonat